Cl.N[C@H](CO)C1=CC(=C(C=C1)Cl)C1=NC=CC=C1 (S)-2-amino-2-(4-chloro-3-(pyridin-2-yl)phenyl)ethan-1-ol hydrochloride